5-(2-chloro-5-fluoropyrimidin-4-yl)-1-(oxetan-3-yl)pyridin-2(1H)-one ClC1=NC=C(C(=N1)C=1C=CC(N(C1)C1COC1)=O)F